FC1=C(C=C(C=C1)F)NC(C(=O)N[C@H](C(N[C@@H](C[C@H]1C(NCC1)=O)C(COC1=C(C(=CC(=C1F)F)F)F)=O)=O)CC(C)C)=O N1-(2,5-difluorophenyl)-N2-((S)-4-methyl-1-oxo-1-(((S)-3-oxo-1-((S)-2-oxopyrrolidin-3-yl)-4-(2,3,5,6-tetrafluorophenoxy)butan-2-yl)amino)pentan-2-yl)oxalamide